C(OC)(OCC=CC=1SC=CC1)=O (E)-methyl (3-(2-thienyl) allyl) carbonate